C(=O)O.N[C@@H]1C[C@@H](CC1)NC=1C=2N(N=CC1C(=NC1=C(C=C(C=C1)O)CC)N)C=C(C2)C2CCCCC2 4-[[(1R,3S)-3-aminocyclopentyl]amino]-6-cyclohexyl-N'-(2-ethyl-4-hydroxy-phenyl)pyrrolo[1,2-b]pyridazine-3-carboxamidine formic acid salt